2-chloro-4-(trifluoromethyl)-1,3-thiazole ClC=1SC=C(N1)C(F)(F)F